(5-chloro-4-(5,5-dimethyl-5,6-dihydro-4H-pyrrolo[1,2-b]pyrazol-3-yl)pyridin-2-yl)-3-(piperidin-4-yl)urea ClC=1C(=CC(=NC1)NC(=O)NC1CCNCC1)C1=C2N(N=C1)CC(C2)(C)C